C(C)(C)(C)OC(=O)N1CCC([C@@](C2=C1C=CC(=C2)Cl)(CO)O)(F)F (5R)-7-chloro-4,4-difluoro-5-hydroxy-5-(hydroxymethyl)-2,3,4,5-tetrahydro-1H-1-benzoazepine-1-carboxylic acid tert-butyl ester